1,4-bis(3'-azidostyryl)benzene N(=[N+]=[N-])C=1C=C(C=CC2=CC=C(C=C2)C=CC2=CC(=CC=C2)N=[N+]=[N-])C=CC1